ClC1=C(C=CC(=C1)Cl)[C@@H](C)OC=1C=2C(N=C(N1)N1CCN(CC1)C(=O)[C@H]1CCC(N1)=O)=CN(N2)C (R)-5-(4-(7-((R)-1-(2,4-dichlorophenyl)ethoxy)-2-methyl-2H-pyrazolo[4,3-d]pyrimidin-5-yl)piperazine-1-carbonyl)pyrrolidin-2-one